(±)-(trans)-3-(4-(4-((((cis)-3-aza-bicyclo[3.1.0]hexane-3-carbonyl)oxy)methyl)-3-methylisoxazol-5-yl)phenoxy)cyclohexane-1-carboxylic acid [C@@H]12CN(C[C@H]2C1)C(=O)OCC=1C(=NOC1C1=CC=C(O[C@@H]2C[C@H](CCC2)C(=O)O)C=C1)C |r|